C(#N)C1=C(C=CC(=C1)F)NC(C1=C(C=C(C(=C1)F)N1N=C2N(CCCC2)C1=O)O[C@@H](C)C1CCCCC1)=O N-(2-cyano-4-fluorophenyl)-2-[(1S)-1-cyclohexylethoxy]-5-fluoro-4-(3-oxo-5,6,7,8-tetrahydro[1,2,4]triazolo[4,3-a]pyridin-2(3H)-yl)benzamide